2-(2,7-dimethyl-2H-indazol-5-yl)-9-methyl-7-(piperidin-4-yl)-4H-pyrazino[1,2-a]pyrimidin CN1N=C2C(=CC(=CC2=C1)C=1N=C2N(CC1)C=C(N=C2C)C2CCNCC2)C